3-Chloro-5-((dimethylamino)methyl)pyridinecarbonitrile ClC=1C(=NC=C(C1)CN(C)C)C#N